(E)-3-[4-(2-hydroxy-2-methyl-propylamino)-2-methylsulfanyl-pyrimidin-5-yl]-acrylic acid methyl ester COC(\C=C\C=1C(=NC(=NC1)SC)NCC(C)(C)O)=O